(S)-1-(4-(6-amino-5-(trifluoromethyl)pyridin-3-yl)-1-(3-(4,4-difluoropiperidin-1-yl)bicyclo[1.1.1]pentan-1-yl)-1H-imidazol-2-yl)-2-methylpropan-1-ol NC1=C(C=C(C=N1)C=1N=C(N(C1)C12CC(C1)(C2)N2CCC(CC2)(F)F)[C@H](C(C)C)O)C(F)(F)F